[amino({3-[2-benzenesulfonamido-2-(6-methoxy-1,3-benzothiazol-2-yl)ethyl]phenyl})methylidene]amino acetate C(C)(=O)ON=C(C1=CC(=CC=C1)CC(C=1SC2=C(N1)C=CC(=C2)OC)NS(=O)(=O)C2=CC=CC=C2)N